C[C@@H](CC)NC(O[C@H]1CO[C@H](C1)C=1C=NC(=NC1)Cl)=O |o1:7,10| (3R*,5R*)-5-(2-chloropyrimidin-5-yl)oxolan-3-yl N-[(2S)-butan-2-yl]carbamate